ClC1=CC=C(C=C1)CNC 1-(4-chlorophenyl)-N-methyl-methylamine